N-t-butoxycarbonyl-5-chloroindole C(C)(C)(C)OC(=O)N1C=CC2=CC(=CC=C12)Cl